CC1OCC=2C(=NC=3C=C(C(=CC3C21)C(=O)OCCOCCCl)Cl)N 2-(2'-chloroethoxy)ethanol methyl-4-amino-7-chloro-1,3-dihydrofuro[3,4-c]quinoline-8-carboxylate